C(C)(C)(C)OC(=O)NCC1=C(C=CC=C1)N1C(C1)C(=O)OCC Ethyl 1-(2-(((tert-butoxycarbonyl)amino)methyl)phenyl)aziridine-2-carboxylate